O1N=NC(C(C1)=O)=O oxadiazinedione